C(C1=CC=CC=C1)N(C1=CC=CC=C1)CCO N-benzyl-N-hydroxyethyl-aniline